C(C)(C)(C)OC(CN1C(C=C(C(=C1)OC)C1=C(C(=CC=C1C(C)=O)Cl)F)=O)=O 2-(4-(6-acetyl-3-chloro-2-fluorophenyl)-5-methoxy-2-oxopyridin-1(2H)-yl)acetic acid tert-butyl ester